3-hexyl-4-decene-1,2-dicarboxylic acid C(CCCCC)C(C(CC(=O)O)C(=O)O)C=CCCCCC